[Br-].C(C)N monoethylamine bromide